rac-(1r,2r,3s,4r,5s)-5-hydroxy-N-(3-(trifluoromethyl)phenyl)-3-(2-(trifluoromethyl)pyridin-4-yl)-7-oxabicyclo[2.2.1]heptane-2-carboxamide O[C@@H]1[C@H]2[C@@H]([C@H]([C@@H](C1)O2)C(=O)NC2=CC(=CC=C2)C(F)(F)F)C2=CC(=NC=C2)C(F)(F)F |r|